O=C(CC(=O)OCCCCO)C (3R)-hydroxybutyl 3-oxobutyrate